tert-butyl (s)-4-((((3-hydroxy-1-methoxy-1-oxopropan-2-yl)carbamoyl)oxy)methyl)piperidine-1-carboxylate OC[C@@H](C(=O)OC)NC(=O)OCC1CCN(CC1)C(=O)OC(C)(C)C